O[C@H](COC=1C=C(C=CC1)S(=O)(=O)NC)CNC1COC2(C1)CCN(CC2)S(=O)(=O)C=2SC(=CC2)C2=NOC(=C2)C(F)(F)F 3-((2S)-2-hydroxy-3-(8-(5-(5-(trifluoromethyl)isoxazol-3-yl)thiophen-2-ylsulfonyl)-1-oxa-8-azaspiro[4.5]decan-3-ylamino)propoxy)-N-methylbenzenesulfonamide